FC(C)(F)C1=CC=C(C=C1)C1=CC(=C(C(=C1)F)N1C=2N(C3(C1=O)CC3)C=CN2)F 1'-(4'-(1,1-difluoroethyl)-3,5-difluoro-[1,1'-biphenyl]-4-yl)spiro[cyclopropane-1,3'-imidazo[1,2-a]imidazol]-2'(1'H)-one